methyl 9-(5-(azetidin-3-ylmethyl)pyridin-2-yl)-8-(2-chlorophenyl)-6,7-dihydro-5H-benzo[7]annulene-3-carboxylate N1CC(C1)CC=1C=CC(=NC1)C1=C(CCCC2=C1C=CC(=C2)C(=O)OC)C2=C(C=CC=C2)Cl